[N+](=O)([O-])C1=C(C=CC(=C1)[N+](=O)[O-])ON=CC1=CC(=C(C(=C1)Br)O)Br 3,5-dibromo-4-hydroxybenzaldehyde 2,4-dinitrophenyl oxime